4-fluorobenzo[b]thiophene-7-carbonitrile FC1=CC=C(C=2SC=CC21)C#N